benzo[d]Thiazol-3-ium S1C=[NH+]C2=C1C=CC=C2